C(C)(C)(C)OC(N[C@H]1[C@H](CN(CC1)C=1C=NC(=C(C1)C)C1CCN(CC1)C1=C2C(=NC(=C1)C)N(N=C2)C)F)=O.BrCCC(=O)NC2=C(C=CC=C2)[N+](=O)[O-] 3-bromo-N-(2-nitrophenyl)propanamide tert-butyl-N-[(3S,4R)-1-[6-[1-(1,6-dimethylpyrazolo[3,4-b]pyridin-4-yl)-4-piperidyl]-5-methyl-3-pyridyl]-3-fluoro-4-piperidyl]carbamate